5-(6-fluoro-2,3-dihydro-1H-indenyl)-1H-imidazole FC1=CC=C2CCC(C2=C1)C1=CN=CN1